tert-butyl 4-methyl-2-[3-(4-methylpiperazin-1-yl)benzoyl]-5H,6H,7H-pyrrolo[3,4-d]pyrimidine-6-carboxylate CC=1C2=C(N=C(N1)C(C1=CC(=CC=C1)N1CCN(CC1)C)=O)CN(C2)C(=O)OC(C)(C)C